OCCC(C1=CC=CC=C1)C1=CC(=NN1)C(=O)OCC ethyl 5-(3-hydroxy-1-phenyl-propyl)-1H-pyrazole-3-carboxylate